Methylserine CN[C@@H](CO)C(=O)O